BrC1=CC=C(C=C1)[C@@H](C)N1N=NC2=C1N=C(N=C2)N2CC(C2)C2CC(C2)(C(=O)[O-])C (R)-3-(1-(3-((R)-1-(4-bromophenyl) ethyl)-3H-[1,2,3]triazolo[4,5-d]pyrimidin-5-yl) azetidin-3-yl)-1-methylcyclobutane-1-carboxylate